2-(4-Hydroxyphenyl)-6-(3-methoxyphenyl)-5,7-dimethyl-2,6-dihydro-1H-pyrrolo[3,4-d]pyridazin-1-one OC1=CC=C(C=C1)N1N=CC=2C(C1=O)=C(N(C2C)C2=CC(=CC=C2)OC)C